C(C)(C)(C)OC(=O)C=1C=CC(=C(C1)C=1C=NC(=C(C(=O)O)C1)OC)F 5-(5-(tert-butoxycarbonyl)-2-fluorophenyl)-2-methoxynicotinic acid